2-(2-bromo-4-nitrophenyl)acetic acid BrC1=C(C=CC(=C1)[N+](=O)[O-])CC(=O)O